1-[3-chloro-5-(2-hydroxyethylamino)phenyl]-3-(3,5-dibromo-2-hydroxymethylphenyl)urea ClC=1C=C(C=C(C1)NCCO)NC(=O)NC1=C(C(=CC(=C1)Br)Br)CO